C(\C=C\C(=O)Br)(=O)Br fumaric acid dibromide